cuprous methanoate C(=O)[O-].[Cu+]